[W].[Pd] palladium-tungsten